(3R,5S)-3-(4-fluorophenyl)-5-methyl-morpholine FC1=CC=C(C=C1)[C@H]1N[C@H](COC1)C